fluorenyl-zirconium trichloride [Cl-].[Cl-].[Cl-].C1(=CC=CC=2C3=CC=CC=C3CC12)[Zr+3]